(3r,5r,7r)-1-(3-bromo-5-fluoro-2-(methoxymethoxy)phenyl)adamantane BrC=1C(=C(C=C(C1)F)C12CC3CC(CC(C1)C3)C2)OCOC